(hydroxymethyl)-4-phenylpiperidine-2,6-dione OCN1C(CC(CC1=O)C1=CC=CC=C1)=O